(1S,3S)-N-isopropyl-8-methoxy-1,3-dimethyl-7-(3-(pyrrolidin-1-yl)propoxy)-1,3-dihydrofuro[3,4-c]quinolin-4-amine C(C)(C)NC1=NC=2C=C(C(=CC2C2=C1[C@@H](O[C@H]2C)C)OC)OCCCN2CCCC2